magnesium D-lactate C([C@H](O)C)(=O)[O-].[Mg+2].C([C@H](O)C)(=O)[O-]